O=C1NC(CCC1N1C(C2=CC=CC(=C2C1=O)NCC1=NC=CC(=C1)CCCCCCCCCO)=O)=O 2-(2,6-dioxo-3-piperidyl)-4-[[4-(9-hydroxynonyl)-2-pyridyl]methylamino]isoindoline-1,3-dione